(-)-1-(3-(aminomethyl)phenyl)-N-(5-(3-cyclopropyl-1-(methylsulfonamido)-1-(pyridin-4-yl)propyl)-2-fluorophenyl)-3-(trifluoromethyl)-1H-pyrazole-5-carboxamide NCC=1C=C(C=CC1)N1N=C(C=C1C(=O)NC1=C(C=CC(=C1)C(CCC1CC1)(C1=CC=NC=C1)NS(=O)(=O)C)F)C(F)(F)F